methyl (Z)-3-(3-((tert-butoxycarbonyl)amino)-5-((4-methoxybenzyl)oxy)pyridin-4-yl)acrylate C(C)(C)(C)OC(=O)NC=1C=NC=C(C1\C=C/C(=O)OC)OCC1=CC=C(C=C1)OC